N-(3-chloro-2-fluorophenylmethyl)-2-(isopentylamino)acetamide ClC=1C(=C(C=CC1)CNC(CNCCC(C)C)=O)F